tert-butyl 1,4,6,7-tetrahydroimidazo[4,5-c]pyridine-5-carboxylate N1C=NC=2CN(CCC21)C(=O)OC(C)(C)C